ClC=1C(=C(C(=CC1)OC)C1=CC(=NC=C1C(=O)NC=1SC(=NN1)C(C)(F)F)C1=NN(C=C1)C)F 4-(3-Chloro-2-fluoro-6-methoxyphenyl)-N-(5-(1,1-difluoroethyl)-1,3,4-thiadiazol-2-yl)-6-(1-methyl-1H-pyrazol-3-yl)nicotinamide